FC1=C(C=CC(=C1)N1[C@H](C(CC1)(C(F)(F)F)C1=CC(=C(C(=C1)Cl)Cl)Cl)O)CNC(=O)C1CC1 (S)-N-[[2-fluoro-4-[2-hydroxy-3-(3,4,5-trichlorophenyl)-3-(trifluoromethyl)pyrrolidin-1-yl]phenyl]methyl]cyclopropane-carboxamide